NC=1C(=NC(=CC1)N1N=CC=C1)NC=1C=C2CC([C@@H](C2=CC1)N[S@@](=O)C(C)(C)C)F (S)-N-[(1R)-5-{[3-amino-6-(pyrazol-1-yl)pyridin-2-yl]amino}-2-fluoro-2,3-dihydro-1H-inden-1-yl]-2-methylpropane-2-sulfinamide